(2-ethylhexyl)phosphonic acid C(C)C(CP(O)(O)=O)CCCC